(R)-5,7-dichloro-2-(3-methoxypyrrolidin-1-yl)thiazolo[4,5-d]pyrimidine ClC=1N=C(C2=C(N1)N=C(S2)N2C[C@@H](CC2)OC)Cl